C(C1(CCCCC1)N)C1(CCCCC1)N methylenebis(cyclohexaneamine)